ClC1=NC=NC=2N(C(CN(C12)C)=O)CC1=C(C=C(C=C1)OC)OC 4-chloro-8-(2,4-dimethoxybenzyl)-5-methyl-5,8-dihydro-pteridin-7(6H)-one